FC(C1CN(CCN1C1=NC=CC(=N1)C1=CC=C(C=C1)COC)C(=O)NC1(CCN2CCC1CC2)C)F 3-(difluoromethyl)-4-(4-(4-(methoxymethyl)phenyl)pyrimidin-2-yl)-N-(4-methyl-1-azabicyclo[3.2.2]non-4-yl)piperazine-1-carboxamide